4-(3-(2-bromophenyl)piperazin-1-yl)-6-isopropylpyrimidin-2-amine BrC1=C(C=CC=C1)C1CN(CCN1)C1=NC(=NC(=C1)C(C)C)N